ClC1=C(C=C(OCC(=O)N[C@H]2CC[C@@H](NC2)C(=O)NOCCOC(F)(F)F)C=C1)F (2r,5s)-5-[2-(4-chloro-3-fluorophenoxy)acetamido]-N-[2-(trifluoromethoxy)ethoxy]piperidine-2-carboxamide